Tert-butyl ((1r,4r)-4-(3-chloro-4-(N-hydroxycarbamoylamino)phenoxy)cyclohexyl)carbamate ClC=1C=C(OC2CCC(CC2)NC(OC(C)(C)C)=O)C=CC1NC(NO)=O